6-chloro-5-iodo-4-methyl-pyridin-2-amine ClC1=C(C(=CC(=N1)N)C)I